BrC=1C(=NC=C(N1)C1=CC=C(C=C1)N1CCN(CC1)C)N 3-bromo-5-(4-(4-methylpiperazin-1-yl)phenyl)pyrazin-2-amine